FC1=CC=C(C=C1)C1(CC1)CC(CC=1OC(=NN1)C)=N 1-(1-(4-fluorophenyl)cyclopropyl)-3-(5-methyl-1,3,4-oxadiazol-2-yl)propan-2-imine